C(C)(C)N1N=CC(=C1C1=NC=C(C(=N1)NCC1CCN(CC1)C=1N(C=C(N1)C(F)(F)F)C)OC)OC 2-(1-Isopropyl-4-methoxy-1H-pyrazol-5-yl)-5-methoxy-N-((1-(1-methyl-4-(trifluoromethyl)-1H-imidazol-2-yl)piperidin-4-yl)methyl)pyrimidin-4-amine